benzyl (S*)-2-(4-(chloromethyl)pyrimidin-2-yl)pyrrolidine-1-carboxylate ClCC1=NC(=NC=C1)[C@H]1N(CCC1)C(=O)OCC1=CC=CC=C1 |o1:8|